2-methylthio-N6-prenyladenine CSC1=NC(=C2NC=NC2=N1)NCC=C(C)C